CO[C@@H]1CO[C@H]2[C@@H]1OC[C@H]2OC(C)O (((3R,3aR,6R,6aR)-6-methoxyhexahydrofuro[3,2-b]furan-3-yl)oxy)ethan-1-ol